2-fluoro-2-methyl-N-(1-(4-methyl-1H-indol-3-yl)propan-2-yl)propan-1-amine FC(CNC(CC1=CNC2=CC=CC(=C12)C)C)(C)C